C[C@@H]1N(C[C@H](N(C1)[C@H](C)C=1C=C2N=CC=NC2=CC1)C)C=1C=2C(NC(C1)=O)=CNN2 7-((2S,5R)-2,5-dimethyl-4-((R)-1-(quinoxalin-6-yl)ethyl)piperazin-1-yl)-2,4-dihydro-5H-pyrazolo[4,3-b]Pyridin-5-one